(3S)-4-[4-(benzyloxy)phenyl]-3-(tert-butoxycarbonylamino)butyric acid C(C1=CC=CC=C1)OC1=CC=C(C=C1)C[C@@H](CC(=O)O)NC(=O)OC(C)(C)C